C(CCCCCCCCCCCCCCC)[Si](F)(F)F hexadecyltrifluorosilane